OC1=NC=NC(=C1)O.[Na] sodium 4,6-dihydroxypyrimidine salt